P(O)(=O)(OP(=O)(O)OP(=O)(O)O)OC[C@@H]1[C@H]([C@H]([C@@H](O1)N1C(=O)N=C(N)C(=C1)I)O)O 5-iodo-cytidine-5'-triphosphate